5-(5-fluoropyridin-3-yl)-2-(2-methylpyridin-4-yl)-1H-indole FC=1C=C(C=NC1)C=1C=C2C=C(NC2=CC1)C1=CC(=NC=C1)C